3-hydroxypropionyl-coa OCCC(=O)SCCNC(CCNC([C@@H](C(COP(OP(OC[C@@H]1[C@H]([C@H]([C@@H](O1)N1C=NC=2C(N)=NC=NC12)O)OP(=O)(O)O)(=O)O)(=O)O)(C)C)O)=O)=O